(R)-N-((1-Cyanopyrrolidin-3-yl)methyl)isochinolin-3-carboxamid C(#N)N1C[C@H](CC1)CNC(=O)C=1N=CC2=CC=CC=C2C1